tert-Butyl 3-(4-methyl-3-((1-(naphthalen-1-yl)cyclopropyl)carbamoyl)phenyl)pyrrolidine-1-carboxylate CC1=C(C=C(C=C1)C1CN(CC1)C(=O)OC(C)(C)C)C(NC1(CC1)C1=CC=CC2=CC=CC=C12)=O